(S)-BOC-4-(dihydroxyboryl)phenylalanine C(=O)(OC(C)(C)C)N[C@@H](CC1=CC=C(C=C1)B(O)O)C(=O)O